COC1=CC=2N(N=C1C1CC3(C1)CCC3)C=CN2 7-methoxy-6-(spiro[3.3]heptan-2-yl)imidazo[1,2-b]pyridazine